bis{bis(trimethylsilyl)amino}magnesium C[Si](C)(C)N([Si](C)(C)C)[Mg]N([Si](C)(C)C)[Si](C)(C)C